(6-hydroxypyridine-2-yl)carbamic acid tert-butyl ester C(C)(C)(C)OC(NC1=NC(=CC=C1)O)=O